trans-3-(Benzyloxy)cyclobutyl 4-nitrobenzoate [N+](=O)([O-])C1=CC=C(C(=O)O[C@@H]2C[C@H](C2)OCC2=CC=CC=C2)C=C1